FC1=C(CNC(C2=CC=C(C=C2)NC(=O)NCC2=CC=NC=C2)=O)C=CC(=C1)F N-(2,4-difluorobenzyl)-4-(3-(pyridin-4-ylmethyl)ureido)benzamide